4-(bromomethyl)pyridine hydrogen chloride Cl.BrCC1=CC=NC=C1